palladium-ruthenium-silver [Ag].[Ru].[Pd]